ClC1=CC(=C(CN2N=CC(=C2)C(=O)O)C=C1)F 1-(4-chloro-2-fluorobenzyl)-1H-pyrazole-4-carboxylic acid